FC1=C(CSC2=C3CN(C(C3=CC=C2)=O)C2C(NC(CC2)=O)=O)C=CC(=C1F)CN1CCCCC1 3-(4-((2,3-difluoro-4-(piperidin-1-ylmethyl)benzyl)thio)-1-oxoisoindolin-2-yl)piperidine-2,6-dione